FC(OC=1C(=CC(=NC1)N[C@@H]1C[C@H](CC1)C=1C(N(C=CC1)C=1C=NC=CC1)=O)C)F ((1S,3S)-3-((5-(difluoromethoxy)-4-methylpyridin-2-yl)amino)cyclopentyl)-2H-[1,3'-bipyridin]-2-one